21-acetoxy-20-methyl-pregna-4,6-diene-3-one C(C)(=O)OCC([C@H]1CC[C@H]2[C@@H]3C=CC4=CC(CC[C@]4(C)[C@H]3CC[C@]12C)=O)C